(1-[[4-iodo-6-(morpholin-4-yl)pyridin-2-yl]amino]cyclobutyl)methanol IC1=CC(=NC(=C1)N1CCOCC1)NC1(CCC1)CO